3-chloro-5-(triazol-2-yl)-4-[2-[4-(trifluoromethyl)phenyl]ethyl]pyridine ClC=1C=NC=C(C1CCC1=CC=C(C=C1)C(F)(F)F)N1N=CC=N1